1,3-Bis(4-aminophenyl)propane tert-butyl-(S)-2-(7-chloro-2-(2-(tetrahydro-2H-pyran-4-yl)acetyl)-1,2,3,4-tetrahydroisoquinolin-5-yl)pyrrolidine-1-carboxylate C(C)(C)(C)OC(=O)N1[C@@H](CCC1)C1=C2CCN(CC2=CC(=C1)Cl)C(CC1CCOCC1)=O.NC1=CC=C(C=C1)CCCC1=CC=C(C=C1)N